C(C)(C)(C)OC(=O)NC1=NN(C2=CC(=CC=C12)C(=O)O)C1CC1 3-[(tert-butoxycarbonyl)amino]-1-cyclopropylindazole-6-carboxylic acid